ClC=1C=C2C(=CC(=NC2=CC1)C(F)(F)F)N[C@@H]1C[C@@H](CCC1)NC(=O)C=1C=NN(C1C#N)CCF N-[(1R,3S)-3-{[6-chloro-2-(trifluoromethyl)quinolin-4-yl]amino}cyclohexyl]-5-cyano-1-(2-fluoroethyl)-1H-pyrazole-4-carboxamide